((5-bromo-2-methyl-2,3-dihydro-[1,4]dioxino[2,3-c]pyridin-7-yl)imino)dimethyl-λ6-Thiocanone BrC1=NC(=CC2=C1OCC(O2)C)N=C2S(CCCCCC2)(=O)(C)C